CC1=C(C2=C(N=CN=C2NC2(CC2)C)O1)C(=O)NCCC 6-methyl-4-[(1-methylcyclopropyl)amino]-N-propylfuro[2,3-d]pyrimidine-5-carboxamide